6-chloro-3-(((S)-1-(2-((1R,5S,6R)-6-(dimethylcarbamoyl)-3-azabicyclo[3.1.0]hexan-3-yl)-3,6-dimethyl-4-oxo-3,4-dihydroquinazolin-8-yl)ethyl)amino)picolinic acid ClC1=CC=C(C(=N1)C(=O)O)N[C@@H](C)C=1C=C(C=C2C(N(C(=NC12)N1C[C@H]2C([C@H]2C1)C(N(C)C)=O)C)=O)C